5-{[1-(4-methoxyphenyl)-1H-pyrrol-2-yl]methylidene}-2-thioxodihydropyrimidine-4,6(1H,5H)-dione COC1=CC=C(C=C1)N1C(=CC=C1)C=C1C(NC(NC1=O)=S)=O